1-ethyl-N-((5-(2-methoxypyridin-4-yl)-2,3-dihydro-1H-inden-4-yl)carbamoyl)piperidine-4-sulfonamide potassium salt [K].C(C)N1CCC(CC1)S(=O)(=O)NC(NC1=C2CCCC2=CC=C1C1=CC(=NC=C1)OC)=O